FC1=C(C=CC=2C=CSC21)C(=O)OC methyl 7-fluoro-1-benzothiophene-6-carboxylate